1,3-diallyl-N-(4-(2-amino-3-(3-morpholinoprop-1-ynyl)pyridin-4-yloxy)-3-fluorophenyl)-2,4-dioxo-1,2,3,4-tetrahydropyrimidine-5-carboxamide C(C=C)N1C(N(C(C(=C1)C(=O)NC1=CC(=C(C=C1)OC1=C(C(=NC=C1)N)C#CCN1CCOCC1)F)=O)CC=C)=O